N[C@@H]1CN(CC[C@@H]1O)C(=O)OC(C)(C)C tert-butyl (3R,4S)-3-amino-4-hydroxypiperidine-1-carboxylate